S(=O)(=O)(C1=CC=C(C)C=C1)N1C=CC=2C3=C(C=CC12)C(CCCC3)=O 3-tosyl-7,8,9,10-tetrahydrocyclohepta[e]indol-6(3H)-one